2,2-bis(4-cyanato(cyanato)phenyl)propane O(C#N)C1=CC(=C(C=C1)C(C)(C)C1=C(C=C(C=C1)OC#N)OC#N)OC#N